4H-pyrazolo[4,3-b]Indole-7-sulfonamide N1=NC=C2NC3=CC=C(CC3=C21)S(=O)(=O)N